C(CC=C)[Si](C)(C)CCC=C di(3-butenyl)dimethylsilane